FC1=C(C(=CC=C1)F)N1N=C(C(=C1)NC1=NC=NC(=C1)C)C(=O)N 1-(2,6-difluorophenyl)-4-((6-methylpyrimidin-4-yl)amino)-1H-pyrazole-3-carboxamide